methyl 7-(2-(2-(3-amino-5-bromoisonicotinamido)ethoxy)-5-chlorophenyl)thieno[3,2-b]pyridine-3-carboxylate NC1=C(C(=O)NCCOC2=C(C=C(C=C2)Cl)C2=C3C(=NC=C2)C(=CS3)C(=O)OC)C(=CN=C1)Br